C(C)C1=CC2=C(C(C=3NC4=CC(=CC=C4C3C2=O)I)(C)C)C=C1N1CCC(CC1)N1CCOCC1 9-ethyl-3-iodo-6,6-dimethyl-8-(4-morpholinopiperidin-1-yl)-5,6-dihydro-11H-benzo[b]carbazole-11-one